1,1,3,3-tetrakis(3,5-diphenyl-4-hydroxyphenyl)propane C1(=CC=CC=C1)C=1C=C(C=C(C1O)C1=CC=CC=C1)C(CC(C1=CC(=C(C(=C1)C1=CC=CC=C1)O)C1=CC=CC=C1)C1=CC(=C(C(=C1)C1=CC=CC=C1)O)C1=CC=CC=C1)C1=CC(=C(C(=C1)C1=CC=CC=C1)O)C1=CC=CC=C1